6-bromo-N-[(1R)-1-(3-{1,1-difluoro-2-methyl-2-[(triethylsilyl)oxy]propyl}-2-fluorophenyl)-ethyl]-2-methylpyrido[3,4-d]pyrimidin-4-amine BrC1=CC2=C(N=C(N=C2N[C@H](C)C2=C(C(=CC=C2)C(C(C)(O[Si](CC)(CC)CC)C)(F)F)F)C)C=N1